(5R)-3-((2-((S)-(1-ethyl-1H-pyrazole-5-carboxamido)((1r,4S)-4-methylcyclohexyl)methyl)imidazo[1,2-b]pyridazin-6-yl)methyl)-5-methyl-2-oxopyrrolidine-3-carboxylic acid C(C)N1N=CC=C1C(=O)N[C@H](C=1N=C2N(N=C(C=C2)CC2(C(N[C@@H](C2)C)=O)C(=O)O)C1)C1CCC(CC1)C